methyl (1R,3R,4R,5S)-5-hydroxy-2-azabicyclo[2.2.1]heptane-3-carboxylate O[C@@H]1[C@H]2[C@@H](N[C@@H](C1)C2)C(=O)OC